CO[Si](N(CC)CC)(OC)OC trimethoxy(diethylamino)silane